((2-((4-(6-((4-chlorobenzofuran-7-yl)methoxy)-5-fluoropyridin-2-yl)piperidin-1-yl)methyl)-5-(5-(trifluoromethyl)-4H-1,2,4-triazol-3-yl)pyridin-3-yl)methyl)cyclopropane-1-carbonitrile ClC1=CC=C(C2=C1C=CO2)COC2=C(C=CC(=N2)C2CCN(CC2)CC2=NC=C(C=C2CC2(CC2)C#N)C2=NN=C(N2)C(F)(F)F)F